O=C1NC(CCC1N1C(C2=CC(=CC(=C2C1)OCC(=O)O)OS(=O)(=O)F)=O)=O 2-[2-(2,6-dioxo-3-piperidyl)-6-fluorosulfonyloxy-1-oxo-isoindolin-4-yl]oxyacetic acid